C1(=CC=CC=C1)C1=CNC=2N=CC=C(C21)C=O 3-PHENYL-1H-PYRROLO[2,3-B]PYRIDINE-4-CARBOXALDEHYDE